P(=O)([O-])([O-])[O-].[Pb+2].[Sr+2].[Li+] lithium-strontium-lead phosphate